FC=1C=C(C(=NC1)N1CC(N(CC1)C(CCCC1=C2C=CC=NC2=CC=C1)=O)C)C 1-(4-(5-fluoro-3-methylpyridin-2-yl)-2-methylpiperazin-1-yl)-4-(quinolin-5-yl)butan-1-one